ClC1=CC=C(C=C1)C(C(N1CCC2=CC=C(C=C12)OC(F)(F)F)=O)NC=1C=C(C=C(C1)OC)NC1CC(C1)C(=O)OCC ethyl 3-((3-((1-(4-chlorophenyl)-2-oxo-2-(6-(trifluoromethoxy)-indolin-1-yl)ethyl)amino)-5-methoxyphenyl)amino)cyclobutanecarboxylate